2H-tetrazole-5-carbonitrile N=1NN=NC1C#N